NC=1C2=C(N=CN1)N(C=C2)CC(=O)N2[C@@H](C[C@H](C2)F)C(=O)NCC2=C(C(=CC=C2)Cl)F (2S,4R)-1-(2-(4-amino-7H-pyrrolo[2,3-d]pyrimidin-7-yl)acetyl)-N-(3-chloro-2-fluorophenylmethyl)-4-fluoropyrrolidine-2-carboxamide